7,8-dibromo-3-butyl-5-phenyl-2,3,4,5-tetrahydrobenzo[f][1,2,5]thiadiazepine 1,1-dioxide BrC=1C(=CC2=C(N(CC(NS2(=O)=O)CCCC)C2=CC=CC=C2)C1)Br